2-Chloro-N-{2-[4-(difluoromethyl)-1,3-thiazol-5-yl]-2-[4-({[1,2,4]triazolo[4,3-a]pyrazin-5-yloxy}methyl)piperidin-1-yl]ethyl}-6-fluorobenzamide ClC1=C(C(=O)NCC(N2CCC(CC2)COC2=CN=CC=3N2C=NN3)C3=C(N=CS3)C(F)F)C(=CC=C1)F